1-methyl-7-(trifluoromethyl)-6-[1-(3,3,3-trifluoropropyl)pyrazol-4-yl]-3H-imidazo[1,2-a]pyrimidine-2,5-dione CN1C(CN2C1=NC(=C(C2=O)C=2C=NN(C2)CCC(F)(F)F)C(F)(F)F)=O